C1(=CC=CC=C1)[C@@H]([C@@H](N)C1=CC=CC=C1)N (1S,2S)-(-)-1,2-diphenyl-ethylenediamine